tert-butyl 4-[4-[3-[(4-methoxyphenyl) methyl]-2,4-dioxo-hexahydropyrimidin-1-yl]-8-isoquinolyl]piperidine-1-carboxylate COC1=CC=C(C=C1)CN1C(N(CCC1=O)C1=CN=CC2=C(C=CC=C12)C1CCN(CC1)C(=O)OC(C)(C)C)=O